(tert-butylimino)tris-(pyrrolidinyl)phosphine C(C)(C)(C)N=P(N1CCCC1)(N1CCCC1)N1CCCC1